1-{1-[(2-Chlorophenyl)methyl]piperidin-4-yl}-4-(4-methyl-pyridin-2-yl)-1,4-diazepane ClC1=C(C=CC=C1)CN1CCC(CC1)N1CCN(CCC1)C1=NC=CC(=C1)C